C1(CC1)C=1C=C2C(=NC1)N(N=C2C2CCN(CC2)C(=O)OC(C)(C)C)COCC[Si](C)(C)C tert-butyl 4-(5-cyclopropyl-1-{[2-(trimethylsilyl)ethoxy] methyl}pyrazolo[3,4-b]pyridin-3-yl)piperidine-1-carboxylate